NC1=CC=CC(=N1)C1=NC(=NC(=N1)NC(C)C)NC1=CC=CC=C1 6-(6-aminopyridin-2-yl)-N2-isopropyl-N4-phenyl-1,3,5-triazine-2,4-diamine